OC[C@@H]1[C@H](C[C@H](C(O1)O)O)O (3R,5S,6R)-6-(hydroxymethyl)tetrahydro-2H-pyran-2,3,5-triol